2-methyl-butylenediamine CC(CN)CCN